N-(3-(5-(1H-1,2,4-triazol-3-yl)-1H-pyrrolo[2,3-b]pyridine-3-carbonyl)-2,4-difluorophenyl)-propane-1-sulfonamide N1N=C(N=C1)C=1C=C2C(=NC1)NC=C2C(=O)C=2C(=C(C=CC2F)NS(=O)(=O)CCC)F